BrC1=CC2=C(N(C=N2)C=2C(=NC(=CC2)OCC2=CC=CC=C2)OCC2=CC=CC=C2)C=C1 5-bromo-1-(2,6-dibenzyloxy-3-pyridyl)benzimidazole